C1(=CC=C(C=C1)N1C(N(C2=NC=CC=C21)[C@@H]2CN(CC2)C(=O)OC(C)(C)C)=O)C2=CC=CC=C2 tert-Butyl (S)-3-(1-([1,1'-biphenyl]-4-yl)-2-oxo-1,2-dihydro-3H-imidazo[4,5-b]pyridin-3-yl)pyrrolidine-1-carboxylate